1-(3-Methoxy-4-(2-(4-methylpiperidin-1-yl)ethoxy)phenyl)-N-methylmethanamine COC=1C=C(C=CC1OCCN1CCC(CC1)C)CNC